(2R,3R,4S,5R,6R)-2-(hydroxymethyl)-5-methoxy-6-((5-(1-methylpiperidin-4-yl)isoxazol-3-yl)methyl)-4-(4-(3,4,5-trifluorophenyl)-1H-1,2,3-triazol-1-yl)tetrahydro-2H-pyran-3-ol OC[C@H]1O[C@@H]([C@@H]([C@H]([C@H]1O)N1N=NC(=C1)C1=CC(=C(C(=C1)F)F)F)OC)CC1=NOC(=C1)C1CCN(CC1)C